C(=C)[Si](C)(C)OP(=O)(O[Si](C)(C)C=C)O[Si](C)(C)C=C tris-(vinyldimethylsilyl)phosphate